(S)-2,4-dichloro-1-(1-chloroethyl)benzene ClC1=C(C=CC(=C1)Cl)[C@H](C)Cl